NC1=CC=CC2=CC3=C(C=CC=C3C=C12)N 1,5-diamino-anthracene